BrC=1N=C(C(N(C1)COCC[Si](C)(C)C)=O)N1CCS(CC1)(=O)=O 5-bromo-3-(1,1-dioxothiomorpholin-4-yl)-1-[(2-(trimethylsilyl)ethoxy)methyl]Pyrazin-2(1H)-one